C(C)(C)(C)OC(NCC(=O)NCC(=O)NCCNC(=O)OCC1=CC=CC=C1)=O.C1(=CC=CC=C1)C=1C=C(C(=O)N)C=C(N1)C1=NC=CC=C1 2-phenyl-6-(2-pyridinyl)isonicotinamide tert-butyl-N-[2-[[2-[2-(benzyloxycarbonylamino)ethylamino]-2-oxo-ethyl]amino]-2-oxo-ethyl]carbamate